[2-methoxy-4-[(1R)-1-[[2-methyl-5-(4-methylpiperazin-1-yl)benzoyl]amino]ethyl]phenyl] trifluoromethanesulfonate FC(S(=O)(=O)OC1=C(C=C(C=C1)[C@@H](C)NC(C1=C(C=CC(=C1)N1CCN(CC1)C)C)=O)OC)(F)F